4-((5-(4-(4-fluoro-1H-pyrazol-1-yl)phenyl)-1H-pyrazol-3-yl)amino)-3-methylphenol FC=1C=NN(C1)C1=CC=C(C=C1)C1=CC(=NN1)NC1=C(C=C(C=C1)O)C